(hydroxymethyl)nicotinonitrile OCC1=C(C#N)C=CC=N1